CN1CC=CC2=CC=CC=C12 methyl-1,2-dihydroquinoline